CC1=CC=C2C(=NC(N(C2=C1)C1=CC=CC=C1)=O)NC 7-methyl-4-(methylamino)-1-phenylquinazolin-2(1H)-one